propyl methanesulfonate (propyl methanesulfonate) C(CC)CS(=O)(=O)O.CS(=O)(=O)OCCC